3-((6-chloro-1-(1-propyl-1H-pyrazol-4-yl)-1H-indol-3-yl)thio)benzoic acid ethyl ester C(C)OC(C1=CC(=CC=C1)SC1=CN(C2=CC(=CC=C12)Cl)C=1C=NN(C1)CCC)=O